BrC1=CC2=C(N=S(C2)C)C=C1 5-bromo-2-methyl-3H-2λ4-benzo[c][1,2]thiazole